1-(2,2,2-trifluoroethyl)-6-vinyl-pyrazolo[4,3-c]pyridine FC(CN1N=CC=2C=NC(=CC21)C=C)(F)F